C1CC\C=C\CCC1 trans-cycloocta-4-en